terphenyldicarboxylate C1(=C(C(=CC=C1)C(=O)[O-])C(=O)[O-])C=1C(=CC=CC1)C1=CC=CC=C1